BrC=1N=C2C(=CC(N(C2=CC1)CC1=CC=C(C=C1)OC)=O)N1C[C@H](N(C[C@@H]1C)C(C1=CC=C(C#N)C=C1)C1=CC=C(C=C1)F)C 4-(((2r,5s)-4-(6-bromo-1-(4-methoxybenzyl)-2-oxo-1,2-dihydro-1,5-naphthyridin-4-yl)-2,5-dimethylpiperazin-1-yl)(4-fluorophenyl)methyl)benzonitrile